4-[(5-allyloxy-4-methyl-3-pyridyl)methyl]-3-fluoro-N-(methylsulfamoyl)pyridin-2-amine C(C=C)OC=1C(=C(C=NC1)CC1=C(C(=NC=C1)NS(NC)(=O)=O)F)C